N-(3-(Hydroxymethyl)-1-methyl-1H-pyrazol-4-yl)-2-(1H-pyrazol-4-yl)thiazole-4-carboxamide OCC1=NN(C=C1NC(=O)C=1N=C(SC1)C=1C=NNC1)C